butyl N-({5-[(3S)-3-{[(1-methyl-4-oxo-1,4-dihydroquinolin-3-yl)methyl][(2-methylpyridin-4-yl)methyl]amino}piperidin-1-yl]pyridin-2-yl}methyl)carbamate CN1C=C(C(C2=CC=CC=C12)=O)CN([C@@H]1CN(CCC1)C=1C=CC(=NC1)CNC(OCCCC)=O)CC1=CC(=NC=C1)C